[Co](Cl)(Cl)Cl.C(CCCCC)N1C=NC=C1 1-hexyl-imidazole cobalt trichloride